Cl.C(C)(C)(C)C(C(=O)O)CCN.N1=CC(=CC=C1)C[C@H](N)C(=O)O 3-(3-pyridyl)alanine Tert-butyl-4-aminobutyrate hydrochloride